C(C)C1=C(C=CC(=C1)N1CCN(CC1)C)NC1=NC=C(C(=N1)NCCCN1C(OCCCC1)=O)C#N 2-((2-ethyl-4-(4-methylpiperazin-1-yl)phenyl)amino)-4-((3-(2-oxo-1,3-oxazepan-3-yl)propyl)amino)pyrimidine-5-carbonitrile